5-(4-((1-(4-(4-chloro-1-(4-hydroxyphenyl)-2-phenylbut-1-en-1-yl)phenyl)piperidin-4-yl)methyl)-2,6-dimethylpiperazin-1-yl)-2-(2,6-dioxopiperidin-3-yl)isoindoline-1,3-dione ClCCC(=C(C1=CC=C(C=C1)O)C1=CC=C(C=C1)N1CCC(CC1)CN1CC(N(C(C1)C)C=1C=C2C(N(C(C2=CC1)=O)C1C(NC(CC1)=O)=O)=O)C)C1=CC=CC=C1